ethan-1-ol formate C(=O)OCC